5-Chloro-1-{3-{3-deoxy-3-[4-(2-thiazolyl)-1H-1,2,3-triazol-1-yl]β-D-galactopyranosyl}-5-methyl-4H-1,2,4-triazol-4-yl}-2-(trifluoromethyl)benzene ClC=1C=CC(=C(C1)N1C(=NN=C1C)[C@H]1[C@H](O)[C@H]([C@@H](O)[C@H](O1)CO)N1N=NC(=C1)C=1SC=CN1)C(F)(F)F